tert-butyl 6-(3-((6-methoxy-4-(4-(2-(4-(trifluoromethyl)phenyl)acetamido)phenyl)quinazolin-7-yl)oxy)propoxy)-2,6-diazaspiro[3.3]heptane-2-carboxylate COC=1C=C2C(=NC=NC2=CC1OCCCON1CC2(CN(C2)C(=O)OC(C)(C)C)C1)C1=CC=C(C=C1)NC(CC1=CC=C(C=C1)C(F)(F)F)=O